(4R)-tert-butyl 2-carbamoyl-4-(methylamino)pyrrolidine-1-carboxylate C(N)(=O)C1N(C[C@@H](C1)NC)C(=O)OC(C)(C)C